1-(1-(Dodecanoyloxy)-2-phenylethyl)-5-(4-(hexyloxy)-1,2,5-thiadiazol-3-yl)-1-methyl-1,2,3,6-tetrahydropyridin-1-ium iodide [I-].C(CCCCCCCCCCC)(=O)OC(CC1=CC=CC=C1)[N+]1(CCC=C(C1)C1=NSN=C1OCCCCCC)C